C1(=CC=CC=C1)C1=CC(OC12CCCCC2)=O 4-phenyl-2-oxo-1-oxaspiro[4.5]-dec-3-en